N1(CCCC1)CCNC(=O)OC(CCC(=O)OCC1=CC(=CC(=C1)COC(CCCCCCCOC(C(CCCCCC)CCCC)=O)=O)COC(CCC(OCCC#CCCCC)OCCC#CCCCC)=O)CCCCCC 3-(((4,4-bis(oct-3-yn-1-yloxy)butanoyl)oxy)methyl)-5-(((8-((2-butyloctanoyl)oxy)octanoyl)oxy)methyl)benzyl 4-(((2-(pyrrolidin-1-yl)ethyl)carbamoyl)oxy)decanoate